NC([C@H](CCC(=O)O)N1C(C2=CC=C(C=C2C1)C(=O)O)=O)=O (S)-2-(1-amino-4-carboxy-1-oxobutan-2-yl)-1-oxoisoindoline-5-carboxylic acid